CC1(OC=2C=C(C=C(C2/C(/C1C)=C/C(C)C)O)CCCCC)C (4E)-2,2,3-trimethyl-4-(2-methylpropylidene)-7-pentyl-3H-chromen-5-ol